C[C@@H]1CN(CC[C@@H]1NC1=NN2C(C=NC(=C2OCC(F)(F)F)C=2C=NNC2)=N1)S(=O)(=O)C N-((3R,4S)-3-Methyl-1-(methylsulfonyl)piperidin-4-yl)-6-(1H-pyrazol-4-yl)-5-(2,2,2-trifluoroethoxy)-[1,2,4]triazolo[1,5-a]pyrazin-2-amine